methyl 3-(4-bromo-5-methoxy-2-methyl-anilino)-3-oxo-propanoate BrC1=CC(=C(NC(CC(=O)OC)=O)C=C1OC)C